BrC=1C=C2CCC3(C(NC(O3)=O)=O)C2=C(C1)F 5-bromo-7-fluoro-2,3-dihydrospiro[indene-1,5'-oxazolidine]-2',4'-dione